tert-butyl (3-(((2S,4R)-1-(2-(1H-1,2,3-triazol-5-yl)acetyl)-4-fluoropyrrolidine-2-carboxamido)(6-fluoro-5-isopropylpyridin-2-yl)methyl)benzyl)carbamate N1N=NC=C1CC(=O)N1[C@@H](C[C@H](C1)F)C(=O)NC(C=1C=C(CNC(OC(C)(C)C)=O)C=CC1)C1=NC(=C(C=C1)C(C)C)F